(S)-4-(5-(5-chloro-2-methoxypyridin-4-yl)-1H-pyrazole-3-carbonyl)-N-(3-chlorobenzyl)-4-azaspiro[2.5]octane-7-carboxamide ClC=1C(=CC(=NC1)OC)C1=CC(=NN1)C(=O)N1C2(CC2)C[C@H](CC1)C(=O)NCC1=CC(=CC=C1)Cl